1-fluoro-1-((R or S)-3-(2-(5-fluorothiophen-2-yl)ethyl)-1-(2-(6-methylpyridin-3-yl)propan-2-yl)pyrrolidin-3-yl)ethyl phenylcarbamate C1(=CC=CC=C1)NC(OC(C)([C@]1(CN(CC1)C(C)(C)C=1C=NC(=CC1)C)CCC=1SC(=CC1)F)F)=O |o1:11|